COC1=NC=CC(=C1)C=1C=C2CCCC(C2=CC1)NC(O[C@@H]1CN2CCC1CC2)=O (S)-quinuclidin-3-yl (6-(2-methoxypyridin-4-yl)-1,2,3,4-tetrahydronaphthalen-1-yl)carbamate